1-(3-Difluoromethyl-bicyclo[1.1.1]pent-1-yl)-3-[1-(3-trifluoromethyl-phenyl)-ethyl]-urea FC(C12CC(C1)(C2)NC(=O)NC(C)C2=CC(=CC=C2)C(F)(F)F)F